[Cl-].C(C)O[Ti+]OCC diethoxytitanium monochloride